ClC1=NC(=CC(=C1)C=1C(=NN2C1N=C(C=C2)N[C@@H]2CNCC2)C=2C=C(C#N)C=CC2)C 3-[3-(2-Chloro-6-methyl-4-pyridyl)-5-[[(3S)-pyrrolidin-3-yl]amino]pyrazolo[1,5-a]pyrimidin-2-yl]benzonitrile